ClC1=CC2=CN(C(N=C2C=C1F)[C@H](CCC)N1CCN(C[C@@H](C1)C)C)CC 6-chloro-2-((S)-1-((S)-4,6-dimethyl-1,4-diazepan-1-yl)butyl)-3-ethyl-7-fluoroquinazolin